(S)-2-chloro-1-fluoro-12-((tetrahydro-1H-pyrrolizin-7a(5H)-yl)methoxy)-4,5,5a,6,9,10-hexahydro-8H-7-oxa-3,10a,11,13-tetraazanaphtho[1,8-ab]heptalene ClC=1C(=C2N=C(N=C3C2=C(CC[C@H]2COCCCN32)N1)OCC13CCCN3CCC1)F